BrC1=CC=C(C(C(=O)[O-])=C1)O 5-bromosalicylic acid anion